FC=1C(=NC=C(C1)N1CCN(CC1)CC1=CC=2NC(N(C(C2S1)=O)C)=O)C(=O)NC 3-fluoro-N-methyl-5-(4-((3-methyl-2,4-dioxo-1,2,3,4-tetrahydrothieno[3,2-d]pyrimidin-6-yl)methyl)piperazin-1-yl)picolinamide